C(#N)C(C(=O)OC[Si](C)(C)C)=C trimethylsilylmethyl α-cyanoacrylate